CC1=CC(=NC(=N1)C1=CN=CN1C)C(=O)NC1CCC(CC1)NCC(F)(F)F 6-methyl-2-(1-methyl-1H-imidazol-5-yl)-N-((1r,4r)-4-((2,2,2-trifluoroethyl)amino)cyclohexyl)pyrimidine-4-carboxamide